BrC1=CC=C(C=C1)NC1=CC=C(C=C1)CC(=O)OC Methyl 2-(4-((4-bromophenyl)amino)phenyl)acetate